C1(CCC1)(C(=O)[O-])C(=O)[O-] 1,1-cyclobutane-dicarboxylate